ClC1=C(C#N)C(=CC=N1)NC1=CC=2C3=C(C(N(C2C=C1)C)=O)C(OC[C@@H](N3)C3CC3)=O (S)-2-chloro-4-((2-cyclopropyl-7-methyl-5,6-dioxo-1,2,3,5,6,7-hexahydro-[1,4]oxazepino[6,5-c]quinolin-10-yl)amino)nicotinonitrile